(1s,4s)-4-(2-(2-oxaspiro[3.3]heptan-6-ylamino)-8-(4-chloro-2,3-difluorophenylamino)-9H-purin-9-yl)cyclohexanecarboxamide C1OCC12CC(C2)NC2=NC=C1N=C(N(C1=N2)C2CCC(CC2)C(=O)N)NC2=C(C(=C(C=C2)Cl)F)F